NN(C1=C2NC(N(C2=NC=N1)C12CC(C1)C2)=O)C 6-[amino(methyl)amino]-9-(3-bicyclo[1.1.1]pentyl)-7H-purin-8-one